4-(3-(4-(2-(9-(3,5-difluoro-[1,1'-biphenyl]-4-carbonyl)-3,9-diazaspiro[5.5]undecan-3-yl)acetyl)piperazine-1-carbonyl)-4-fluorobenzyl)phthalazin-1(2H)-one FC=1C=C(C=C(C1C(=O)N1CCC2(CCN(CC2)CC(=O)N2CCN(CC2)C(=O)C=2C=C(CC3=NNC(C4=CC=CC=C34)=O)C=CC2F)CC1)F)C1=CC=CC=C1